3-methoxybutan COC(CC)C